ClC=1C(=C(C=CC1)[C@H](C(F)(F)F)N1CCC(CC1)(C(=O)O)CC1=NC(=CC=C1F)NC1=NNC(=C1)C)F (R)-1-(1-(3-chloro-2-fluorophenyl)-2,2,2-trifluoroethyl)-4-((3-fluoro-6-((5-methyl-1H-pyrazol-3-yl)amino)pyridin-2-yl)methyl)piperidine-4-carboxylic acid